C[Si](CCOCN1CCC2=NC(=CC(=C21)C=C)C(=O)OC)(C)C methyl 1-((2-(trimethylsilyl)ethoxy)methyl)-7-vinyl-2,3-dihydro-1H-pyrrolo[3,2-b]pyridine-5-carboxylate